4-thiazoleacetic acid S1C=NC(=C1)CC(=O)O